C1(CCCCC1)(CO)CO.[Ti] titanium cyclohexanedimethanol